BrCC=1C(=NN(C1)C1=CC=CC=C1)C1=C(C=CC=C1)Cl (bromomethyl)-3-(2-chlorophenyl)-1-phenyl-1H-pyrazole